N1N=NC2=NN=NC=C12 pentazaindole